C12OCC(CC1)(C2)COC2=NC1=C(C(=C(C=C1C(=N2)N2CC1CCC(C2)N1)C(F)(F)F)C1=CC=C(C=2SC(=C(C21)C#N)N)F)F 4-(2-((2-oxabicyclo[2.2.1]heptan-4-yl)methoxy)-4-(3,8-diazabicyclo[3.2.1]oct-3-yl)-8-fluoro-6-(trifluoromethyl)quinazolin-7-yl)-2-amino-7-fluorobenzo[b]thiophene-3-carbonitrile